4-((4-methoxyphenyl)thio)morpholine COC1=CC=C(C=C1)SN1CCOCC1